9,12,15-octadecatrienoic acid methyl ester COC(CCCCCCCC=CCC=CCC=CCC)=O